C1[C@H](NC(=[NH+]1)N)[C@@H]([C@@H](C(=O)[O-])[NH3+])O The molecule is an alpha-amino-acid cation obtained by deprotonation of the carboxy group and protonation of the amino and guanidino groups of (3S)-3-hydroxy-L-enduracididine. It is a conjugate acid of a (3S)-3-hydroxy-L-enduracididine.